1,1,1-trimethylol-2-ethyl-hexane trimethylbenzene-1,3,5-tricarboxylate CC1=C(C(=C(C(=C1C(=O)O)C)C(=O)O)C)C(=O)O.C(O)C(C(CCCC)CC)(CO)CO